C(C)(C)(C)C1=C(C2=C(N=CN=C2OC2=C(C=CC=C2F)F)S1)C1=CC(=C(C=C1)F)F 6-tert-butyl-4-(2,6-difluorophenoxy)-5-(3,4-difluorophenyl)thieno[2,3-d]pyrimidine